C(C)C(COP(=O)(O)O)CCCC.P(=O)(OCC(CCCC)CC)(O)O 2-ethylhexyl phosphate mono2-ethylhexyl-phosphate